2-((2R,3S,4S,5R)-3-(3,4-Difluoro-2-hydroxyphenyl)-4,5-dimethyl-5-(trifluoromethyl)tetrahydrofuran-2-yl)-6-methylpyridin-4(1H)-one FC=1C(=C(C=CC1F)[C@H]1[C@@H](O[C@]([C@H]1C)(C(F)(F)F)C)C=1NC(=CC(C1)=O)C)O